[Na+].P(=O)(OC(C)=O)([O-])[O-].[Na+] acetyl phosphate sodium salt